(E)-1-chloro-4-(3-Methoxybut-1-en-1-yl)benzene ClC1=CC=C(C=C1)\C=C\C(C)OC